CN(C(C1=C(C=CC=C1)SC1=CC=C2C(=NN(C2=C1)C(C)=O)\C=C\C1=NC=CC=C1)=O)C(C)=O N-methyl-N-acetyl-2-((3-((E)-2-(2-pyridinyl)vinyl)-1-(acetyl)-1H-indazol-6-yl)thio)benzamide